8-(1-cyclopropyl-1H-pyrazol-3-yl)-2-fluoro-8-methyl-7,8-dihydro-6H-cyclopenta[e]pyrazolo[1,5-a]pyrimidine-6-carboxylic acid methyl ester COC(=O)C1CC(C2=C1C=NC=1N2N=C(C1)F)(C)C1=NN(C=C1)C1CC1